BrC1=C(C=CC=C1)C=CC1OCCC1 2-(2-bromophenylvinyl)tetrahydrofuran